1'-methyl-2'-oxo-1',2',5,6-tetrahydro-[3,3'-bipyridine]-1(2H)-carboxylic acid tert-butyl ester C(C)(C)(C)OC(=O)N1CC(=CCC1)C=1C(N(C=CC1)C)=O